FC1=C(C=C(C(=C1)C)S(=O)CC(F)(F)F)N1N=C(N=C1N)C(F)(F)F 1-{2-Fluoro-4-methyl-5-[(2,2,2-trifluoroethyl)sulfinyl]phenyl}-3-(trifluoromethyl)-1H-1,2,4-triazol-5-amin